(3R)-3-Methylheptanoic acid C[C@@H](CC(=O)O)CCCC